COC=1C(=C(C=CC1)[C@H]1NCC[C@H]1OCC(C)(O)C)C 1-[(2R,3R)-2-(3-Methoxy-2-methyl-phenyl)pyrrolidin-3-yl]oxy-2-methyl-propan-2-ol